octanal dimethylacetal COC(CCCCCCC)OC